C(C)N(CCN(C(OCC)=O)C(=O)C1=C(NC(=C1C)C=C1C(NC2=CC=C(C=C12)F)=O)C)CC ethyl 2-(diethylamino)ethyl(5-((5-fluoro-2-oxoindolin-3-ylidene)methyl)-2,4-dimethyl-1H-pyrrole-3-carbonyl)carbamate